ClC(=C(F)F)Cl 1,1-dichloro-2,2-difluoroethylene